BrC=1C=C(SC1)\C=C\1/OC2=C(C1=O)C=CC(=C2)O (Z)-2-(4-bromothiophen-2-ylmethylene)-6-hydroxybenzofuran-3(2H)-one